C(C)[C@H]1P([C@@H](CC1)CC)CCP1[C@@H](CC[C@H]1CC)CC (-)-1,2-bis((2R,5R)-2,5-diethylphospholanyl)ethane